3-((5,7-dichloro-8-fluoro-2-(methylthio)pyrido[4,3-d]pyrimidin-4-yl)(methyl)amino)propan-1-ol ClC1=NC(=C(C=2N=C(N=C(C21)N(CCCO)C)SC)F)Cl